2,6-bis((di(pyridine-2-ylmethyl)amino)methyl)-4-methoxyphenol N1=C(C=CC=C1)CN(CC1=NC=CC=C1)CC1=C(C(=CC(=C1)OC)CN(CC1=NC=CC=C1)CC1=NC=CC=C1)O